(2S,4R)-N-((S)-1-(4-chlorophenyl)ethyl)-1-(3-ethoxybenzoyl)-4-hydroxypyrrolidine-2-carboxamide ClC1=CC=C(C=C1)[C@H](C)NC(=O)[C@H]1N(C[C@@H](C1)O)C(C1=CC(=CC=C1)OCC)=O